FC(C=1C=CC=C(C(=O)[O-])C1)(F)F 5-(trifluorometh-yl)benzoate